N[C@H](CC(=O)N(C)C)C (3S)-3-amino-N,N-dimethylbutyramide